diethyl oximinomalonate N(O)=C(C(=O)OCC)C(=O)OCC